BrC1=C(C=CC(=C1)F)N=C=S 2-Bromo-4-fluorophenyl isothiocyanate